3-[4-[[4-(cyclopropylamino)-5-(trifluoromethyl)pyrimidin-2-yl]amino]indazol-1-yl]-2,2-dimethyl-propanenitrile C1(CC1)NC1=NC(=NC=C1C(F)(F)F)NC1=C2C=NN(C2=CC=C1)CC(C#N)(C)C